methyl (S,E)-(1-((1-((1H-benzo[d]imidazol-2-yl)methyl)-2-oxo-1,2-dihydropyridin-3-yl)amino)-7-amino-1,7-dioxohept-5-en-2-yl)carbamate N1C(=NC2=C1C=CC=C2)CN2C(C(=CC=C2)NC([C@H](CC\C=C\C(=O)N)NC(OC)=O)=O)=O